1-Chloro-3-ethylbenzene ClC1=CC(=CC=C1)CC